BrC=1C=C(C=O)C=C(C1OC(C(C)(C)C)=O)OC 3-bromo-5-methoxy-4-(pivaloyloxy)benzaldehyde